5-(8-((1R,2R)-2-(3,4,5-trifluorophenyl)cyclopropyl)imidazo[1,2-b]pyridazin-6-yl)pyrimidine-2,4(1H,3H)-dione FC=1C=C(C=C(C1F)F)[C@H]1[C@@H](C1)C=1C=2N(N=C(C1)C=1C(NC(NC1)=O)=O)C=CN2